N'-phenyl-N,N-dimethylurea C1(=CC=CC=C1)NC(N(C)C)=O